C(C)(C)(C)OC(=O)NC1=CC=C(C=C1)C=1SC=C(N1)C(=O)N[C@@H](CO)C(=O)O (2-(4-((tert-butoxycarbonyl)amino)phenyl)thiazole-4-carbonyl)serine